(R)-tert-butyl 2-hydroxy-propionate O[C@@H](C(=O)OC(C)(C)C)C